BrC1=CN=C(NC1=O)C12CC(C(C1)C2)N2CCN(CC2)C(=O)OCC2=CC=CC=C2 benzyl 4-(4-(5-bromo-6-oxo-1,6-dihydropyrimidin-2-yl)bicyclo[2.1.1]hexan-2-yl)piperazine-1-carboxylate